CC1=NNC(=C1B1OC(C(O1)(C)C)(C)C)C 3,5-dimethyl-4-(tetramethyl-1,3,2-dioxaborolan-2-yl)-1H-pyrazole